FC=1C=C2CCCOC2=C(C1)NC1=NC=2N(C(=C1)NC)N=CC2NC(=O)NC 1-(5-((6-fluorochroman-8-yl)amino)-7-(methylamino)pyrazolo[1,5-a]pyrimidin-3-yl)-3-methylurea